8-bromo-1-methyl-3,4-dihydro-1H-benzo[e][1,4]diazepine-2,5-dione BrC=1C=CC2=C(N(C(CNC2=O)=O)C)C1